4-(ethanesulfonyl)-2-methoxy-N-(prop-2-yn-1-yl)aniline C(C)S(=O)(=O)C1=CC(=C(NCC#C)C=C1)OC